N-[(R)-4-methoxy-1-indanyl]-5-{(S)-5-[2-(p-fluorophenyl)ethyl]-3-isopropyl-6-(5-methyl-1,3,4-oxadiazol-2-yl)-1-oxo-2,4-diaza-7-indanyl}-2-thenamide COC1=C2CC[C@H](C2=CC=C1)NC(C1=CC=C(S1)C=1C(=C(N=C2[C@@H](NC(C12)=O)C(C)C)CCC1=CC=C(C=C1)F)C=1OC(=NN1)C)=O